C(CCCCCCCCCCC)(=O)O.C1(=CC=C(C=C1)CN)CN p-xylylenediamine dodecanoate